NC=1N=C(SC1C(=O)C1=CC=C(OCC(=O)OCC)C=C1)N(C1=CC=C(C=C1)F)[C@@H](C(=O)N)C |r| rac-ethyl 2-[4-[4-amino-2-(4-fluoro-N-[2-amino-1-methyl-2-oxo-ethyl]anilino)thiazole-5-carbonyl]phenoxy]acetate